ClC1=CC=C(C=C1)C=1C(=NC=NC1C=1C=NN(C1)CC1=NC=C(C=C1)C(F)(F)F)N 5-(p-Chlorophenyl)-6-(1-{[5-(trifluoromethyl)-2-pyridyl]methyl}-1H-pyrazol-4-yl)-4-pyrimidinylamine